2-(4-(2-(1-isobutyl-5-methyl-6-oxo-1,6-dihydropyridin-3-yl)-3-isopropyl-1H-indol-5-yl)piperidin-1-yl)-N,N-dimethylacetamide C(C(C)C)N1C=C(C=C(C1=O)C)C=1NC2=CC=C(C=C2C1C(C)C)C1CCN(CC1)CC(=O)N(C)C